C(C)(C)[Si](O[Si](O[Si](CCCN)(C)C)(C)C)(C(C)C)C(C)C 1,1,1-triisopropyl-3,3,5,5-tetramethyl-5-(3-aminopropyl)-trisiloxane